CC1=CC=C(C=C1)S(=O)(=O)O.C(CC)C1=NC=CN1CC propyl-3-ethylimidazole p-toluenesulfonate